C(C=C)(=O)N1C(CC(CC1)N1C=NC=2C(=NC=3C(=C(C(=CC3C21)Cl)C2=C(C=CC=C2)C)F)N2CC(C2)N(C)C)CC#N 2-(1-acryloyl-4-(8-chloro-4-(3-(dimethylamino)azetidin-1-yl)-6-fluoro-7-(o-tolyl)-1H-imidazo[4,5-c]quinolin-1-yl)piperidin-2-yl)acetonitrile